4-bromo-2,3-dimethylbenzene BrC1=C(C(=CC=C1)C)C